C(CC)(=O)O.[NH4+] ammonium propanoic acid